(S)-(+)-alpha,alpha-Diphenyl-2-pyrrolidinemethanol C1(=CC=CC=C1)C(O)([C@H]1NCCC1)C1=CC=CC=C1